1-(acetylimino)-N-(4-(5-(difluoromethyl)-1,3,4-oxadiazol-2-yl)-2-fluorobenzyl)-N-phenylthiomorpholin-4-carboxamide 1-oxide C(C)(=O)N=S1(CCN(CC1)C(=O)N(C1=CC=CC=C1)CC1=C(C=C(C=C1)C=1OC(=NN1)C(F)F)F)=O